C(C)(=O)OC1C(C(=CCC1)OC(C)=O)C1=CC=CC=C1 tetrahydro-[1,1'-biphenyl]-2,6-diyl diacetate